6-(trifluoromethyl)picolinimidamide HCl Cl.FC(C1=CC=CC(=N1)C(N)=N)(F)F